[Cl-].[Cl-].C(C)C1(C(=C(C(=C1C)C)C)C)[Zr+2]C1C(=CC2=C(C=C(C=C12)C)C)C (1-ethyl-2,3,4,5-tetramethylcyclopentadienyl)(2,4,6-trimethylindenyl)zirconium dichloride